(pyridin-3-yl)azetidine-1-carboxylic acid tert-butyl ester C(C)(C)(C)OC(=O)N1C(CC1)C=1C=NC=CC1